(6aS)-4-iodo-8-((methoxymethoxy)methyl)-6a,7,8,9-tetrahydro-6H-pyrido[3,2-b]pyrrolo[1,2-d][1,4]oxazine IC1=CC=NC2=C1OC[C@H]1N2CC(C1)COCOC